2-(4-(3-Aminobenzo[d]isoxazol-4-yl)phenyl)-N-(3-(trifluoromethoxy)phenyl)acetamide NC1=NOC2=C1C(=CC=C2)C2=CC=C(C=C2)CC(=O)NC2=CC(=CC=C2)OC(F)(F)F